CC1=CN=C2C(=N1)N(C(C(=C2C)C2CCN(CC2)C(=O)OC(C)(C)C)=O)CC2=NC=CN=C2C tert-butyl 4-(3,8-dimethyl-5-((3-methylpyrazin-2-yl)methyl)-6-oxo-5,6-dihydropyrido[2,3-b]pyrazin-7-yl)piperidine-1-carboxylate